methyl 4-(4-((2-((4-sulfamoyl-2-((trifluoromethyl)sulfonyl)phenyl)amino)ethyl)amino)phenyl)butanoate S(N)(=O)(=O)C1=CC(=C(C=C1)NCCNC1=CC=C(C=C1)CCCC(=O)OC)S(=O)(=O)C(F)(F)F